2-[2-(Benzyloxy)-6-bromophenyl]-1,3-dioxolane C(C1=CC=CC=C1)OC1=C(C(=CC=C1)Br)C1OCCO1